1-(4-((1H-1,2,4-triazol-1-yl)methyl)phenyl)thiourea N1(N=CN=C1)CC1=CC=C(C=C1)NC(=S)N